FC=1C=C(OCCNC)C=C(C1)F 2-(3,5-difluorophenoxy)-N-methylethan-1-amine